tetradecanoylethanolamine C(CCCCCCCCCCCCC)(=O)C(O)CN